3-phenyl-3-(4-morpholinophenyl)-6-methoxy-7-(3-(2-hydroxycarbonyl-ethyl)carboxymethylene-piperidin-1-yl)-13,13-dimethyl-3H,13H-indeno[2',3':3,4]naphtho[1,2-b]pyran C1(=CC=CC=C1)C1(C=CC2=C(O1)C=1C=C(C(=CC1C1=C2C(C2=CC=CC=C21)(C)C)N2C(C(CCC2)CCC(=O)O)=CC(=O)O)OC)C2=CC=C(C=C2)N2CCOCC2